2-(1-(4-(2,6-dioxopiperidin-3-yl)-5-fluoro-2,3-dihydrobenzofuran-7-yl)azetidin-3-yl)-N-(2-fluoro-5-(trifluoromethoxy)phenyl)acetamide O=C1NC(CCC1C1=C(C=C(C2=C1CCO2)N2CC(C2)CC(=O)NC2=C(C=CC(=C2)OC(F)(F)F)F)F)=O